ethyl 5-(2-(phenanthridin-6-ylamino)ethyl)isoxazole-3-carboxylate C1=CC=CC2=NC(=C3C=CC=CC3=C12)NCCC1=CC(=NO1)C(=O)OCC